C1(CC1)C1=NSC(=N1)C1=NN=C2N1CCN(C2CCS(=O)(=O)C)C(=O)C2=CC=C(C=C2)C2=CC=C(C=C2)F (3-(3-Cyclopropyl-1,2,4-thiadiazol-5-yl)-8-(2-(methylsulfonyl)ethyl)-5,6-dihydro-[1,2,4]triazolo[4,3-a]pyrazin-7(8H)-yl)(4'-fluoro-[1,1'-biphenyl]-4-yl)methanone